16-(decanoyloxy)-9-oxohexadecanoic acid heptadec-9-yl ester CCCCCCCCC(CCCCCCCC)OC(CCCCCCCC(CCCCCCCOC(CCCCCCCCC)=O)=O)=O